aminopyrrolidine-1-carboxylic acid tert-butyl ester C(C)(C)(C)OC(=O)N1C(CCC1)N